16-((3-hydroxypropyl)thio)hexadecanoic acid OCCCSCCCCCCCCCCCCCCCC(=O)O